ClC=1C=C2C=NN(C2=CC1)C=1C=NN(C1)C1CC1 5-chloro-1-(1-cyclopropyl-1H-pyrazol-4-yl)-1H-indazole